C(C=C)(=O)NCCCOCC(NC(C=C)=O)(COCCCNC(C=C)=O)COCCCNC(C=C)=O N-[Tris(3-acrylamidopropoxymethyl)methyl]-acrylamide